5-bromo-6-fluoro-pyridine-2-carbaldehyde BrC=1C=CC(=NC1F)C=O